2-chloro-N-(2-((4-((1-cyclopentylpiperidin-4-yl)amino)-6,7-dimethoxyquinazolin-2-yl)amino)ethyl)acetamide ClCC(=O)NCCNC1=NC2=CC(=C(C=C2C(=N1)NC1CCN(CC1)C1CCCC1)OC)OC